heptacosan-1-yl melissate C(CCCCCCCCCCCCCCCCCCCCCCCCCCCCC)(=O)OCCCCCCCCCCCCCCCCCCCCCCCCCCC